C(C)(C)(C)OC(=O)N1CC(C1)CN1C(C(=NC2=CC(=C(C=C12)Cl)Br)NC[C@H]1N(CCC1)C)=O (S)-3-((6-bromo-7-chloro-3-(((1-methylpyrrolidin-2-yl)methyl)amino)-2-oxoquinoxalin-1(2H)-yl)methyl)azetidine-1-carboxylic acid tert-butyl ester